(S)-benzo[d]thiazol-2-yl(4-(4-fluoropyrazolo[1,5-a]pyridin-2-yl)-1,4,6,7-tetrahydro-5H-imidazo[4,5-c]pyridin-5-yl)methanone S1C(=NC2=C1C=CC=C2)C(=O)N2[C@@H](C1=C(CC2)NC=N1)C1=NN2C(C(=CC=C2)F)=C1